methyl3,4-epoxycyclohexyl-carboxylate COC(=O)C1CC2C(CC1)O2